ClC1=C(C=CC=C1)NNC(CCC(=C1C(NCC1=O)=O)NC1=CC(=CC=C1)Cl)=O N'-(2-chlorophenyl)-4-((3-chlorophenyl)amino)-4-(2,4-dioxopyrrolidin-3-ylidene)butyryl-hydrazine